ClC1=CC=CC2=C1C(S(N2)(=O)=O)CCC 4-Chloro-3-propyl-1,3-dihydro-2,1-benzothiazol-2,2-dioxid